tert-butyl N-tert-butoxycarbonyl-N-(4-methoxy-3-pyridyl)carbamate C(C)(C)(C)OC(=O)N(C(OC(C)(C)C)=O)C=1C=NC=CC1OC